cis-N-ethyl-2-(((cis-4-(1-methyl-1H-pyrazol-4-yl)cyclohexyl)oxy)methyl)-3-((methylsulfonyl)amino)piperidine-1-carboxamide C(C)NC(=O)N1[C@H]([C@H](CCC1)NS(=O)(=O)C)CO[C@@H]1CC[C@@H](CC1)C=1C=NN(C1)C